sodium 2-(3,8-dichloro-2-(dimethylamino)-9-(methylthio)-5-oxobenzo[b][1,8]naphthyridin-10(5H)-yl)acetate ClC1=CC=2C(C3=C(N(C2N=C1N(C)C)CC(=O)[O-])C(=C(C=C3)Cl)SC)=O.[Na+]